C(C)C=CN1CCOCC1 Ethylvinyl-morpholine